C(C)OC(CCCCN1N=C(C=C1C(=O)OCC)C(=O)OCC)=O diethyl 1-(5-ethoxy-5-oxopentyl)-1H-pyrazole-3,5-dicarboxylate